tert-butyl (R)-(1-(5-(4-cyano-3-fluorophenyl)-1-(4-(4-(2-hydroxy ethoxy)piperidin-1-yl)phenyl)-1H-pyrazole-3-carbonyl)piperidin-3-yl)carbamate C(#N)C1=C(C=C(C=C1)C1=CC(=NN1C1=CC=C(C=C1)N1CCC(CC1)OCCO)C(=O)N1C[C@@H](CCC1)NC(OC(C)(C)C)=O)F